(±)-trans-3-aminocycloheptanol hydrochloride Cl.N[C@@H]1C[C@H](CCCC1)O |r|